2-methoxy-4-((pentyloxy)methyl)phenol COC1=C(C=CC(=C1)COCCCCC)O